(4S)-2-(4-Acetyl-1,4-diazepan-1-yl)-7-(3,5-dimethylisoxazol-4-yl)-4-pyridin-2-yl-4,5-dihydroimidazo[1,5,4-de][1,4]benzoxazine C(C)(=O)N1CCN(CCC1)C1=NC2=CC=C(C3=C2N1[C@H](CO3)C3=NC=CC=C3)C=3C(=NOC3C)C